8-[[2-(4-chloro-2,6-dimethyl-phenyl)acetyl]amino]-1,4-dioxaspiro[4.5]decane-8-carboxylic acid propyl ester C(CC)OC(=O)C1(CCC2(OCCO2)CC1)NC(CC1=C(C=C(C=C1C)Cl)C)=O